Indium(III) Myristate Acetate C(C)(=O)[O-].C(CCCCCCCCCCCCC)(=O)[O-].[In+3]